ClC=1C=C(C=C(C1)Cl)N1C2C(=CC(C(C1=O)C2C(=O)NCC2=NC(=NC=C2)NCC)C)C 6-(3,5-dichlorophenyl)-N-[[2-(ethylamino)pyrimidin-4-yl]methyl]-2,4-dimethyl-7-oxo-6-azabicyclo[3.2.1]oct-3-ene-8-carboxamid